tris(2-allylphenoxy)-1,3,5-triazine C(C=C)C1=C(OC2=NC(=NC(=N2)OC2=C(C=CC=C2)CC=C)OC2=C(C=CC=C2)CC=C)C=CC=C1